C(C1=CC=CC=C1)OC1=C(C=CC=C1)C1=CC=CC(=N1)C=1C=C(C=CC1)C1=NC(=NC(=C1)C=1C=NC=CC1)C=1C=NC=CC1 4-(3-(6-(2-benzyloxyphenyl)pyridin-2-yl)phenyl)-2,6-di(pyridin-3-yl)pyrimidine